N-[(1S)-2,3-dihydro-1H-inden-1-yl]-4-(dimethylamino)-8-(3,5-dimethylpiperidin-1-yl)-7-fluoroquinoline-3-carboxamide [C@@H]1(CCC2=CC=CC=C12)NC(=O)C=1C=NC2=C(C(=CC=C2C1N(C)C)F)N1CC(CC(C1)C)C